NC=1N=C(C=C2C=CN=CC12)C=1C=NC(=CC1C)COC 8-amino-6-(6-(methoxymethyl)-4-methylpyridin-3-yl)-2,7-naphthyridin